N1=C(C=CC=C1)NC(C#N)(C)C 2-(2-pyridinylamino)-2-methylpropanenitrile